7-((4,4-bis(((Z)-oct-5-en-1-yl)oxy)butanoyl)oxy)-4-((((1-ethylpiperidin-3-yl)methoxy)carbonyl)oxy)heptyl 8-((2-butyloctanoyl)oxy)octanoate C(CCC)C(C(=O)OCCCCCCCC(=O)OCCCC(CCCOC(CCC(OCCCC\C=C/CC)OCCCC\C=C/CC)=O)OC(=O)OCC1CN(CCC1)CC)CCCCCC